3-thiocyano-1H-indole S(C#N)C1=CNC2=CC=CC=C12